CC1=NC(=NC2=CC=CC=C12)CN1CCC(CC1)O 1-((4-methylquinazolin-2-yl)methyl)piperidin-4-ol